C[Si](OC)(OC)OC Methyltri-methoxysilane